CN1C(C=2C=CC=C3C2C1=CC1=C(N3CC3=CC=C(C=C3)S(=O)(=O)C)N=CC=C1)=O 1-methyl-6-(4-(methylsulfonyl)benzyl)-1,6-dihydro-2H-pyrido[3',2':6,7]azepino[4,3,2-cd]isoindol-2-one